bis(hydroxymethyl)furane OCC1=C(OC=C1)CO